C(C(C)C1=CC=CC1)C1=CC=CC1 propylene-dicyclopentadiene